FC(C1=NN=C(S1)C1=NC=C2N1C=C(C=C2N2[C@H]1[C@H](OCC2)COC1)S(=O)(=O)NC1(CC1)C)F |o1:17,18| rel-3-(5-(difluoromethyl)-1,3,4-thiadiazol-2-yl)-8-((4aR,7aS)-hexahydro-4H-furo[3,4-b][1,4]oxazin-4-yl)-N-(1-methylcyclopropyl)imidazo[1,5-a]pyridine-6-sulfonamide